C(C)(C)NC(O[C@H]1C[C@H](CC1)C1=NN(C(=C1)NC(COC1=C(C(=CC(=C1)COC)OCC1=CC=CC=C1)C=O)=O)C(C)(C)C)=O (1R,3S)-3-(5-{2-[3-(benzyloxy)-2-formyl-5-(methoxymethyl)phenoxy]acetamido}-1-tert-butylpyrazol-3-yl)cyclopentyl N-isopropylcarbamate